C(\C=C/C(=O)O[C@@H]1NCCC(C1)C1CC1)(=O)[O-] 4-((2S)-4-Cyclopropylpiperidin-2-yl) maleate